ClC=1C=C(CN2CC=3C(N(C=4C=CC=CC4C3C2)CC2=CC=C(C=C2)Cl)=O)C=C(C1)F 2-(3-Chloro-5-fluorobenzyl)-5-(4-chlorobenzyl)-1,2,3,5-tetrahydro-4H-pyrrolo[3,4-c]quinolin-4-one